3-chloro-4-(trifluoromethyl)pyridine ClC=1C=NC=CC1C(F)(F)F